2-(6-amino-2-fluoro-5-methoxy-3-pyridinyl)acetonitrile NC1=C(C=C(C(=N1)F)CC#N)OC